5-(methoxy-methyl)-pyrazol COCC1=CC=NN1